6-(tert-butoxycarbonyl)-6-azaspiro[3.4]octane-2-carboxylic acid C(C)(C)(C)OC(=O)N1CC2(CC(C2)C(=O)O)CC1